tert-butyl ((1-((2-chloro-6-methoxypyridin-4-yl)methyl)-1H-pyrazol-4-yl)methyl)carbamate ClC1=NC(=CC(=C1)CN1N=CC(=C1)CNC(OC(C)(C)C)=O)OC